8-(3-methoxyphenyl)-N-(3-(4-methylpiperazin-1-yl)phenyl)quinazolin-2-amine COC=1C=C(C=CC1)C=1C=CC=C2C=NC(=NC12)NC1=CC(=CC=C1)N1CCN(CC1)C